BrC1=NN(C(=C1)C(=O)OC)C([2H])([2H])[2H] methyl 3-bromo-1-(methyl-d3)-1H-pyrazole-5-carboxylate